2,2-dimethyl-4-oxo-5-(pyridin-1-ium-1-ylmethyl)-4H-1,3-dioxin-6-olate CC1(OC(=C(C(O1)=O)C[N+]1=CC=CC=C1)[O-])C